ClC1=CC=C(C=C1)C1=NN(C[C@H]1C1=CC=CC=C1)/C(/NC[C@@H](COC)NS(N)(=O)=O)=N/S(=O)(=O)C1=CC=C(C=C1)Cl (R,E)-3-(4-chlorophenyl)-N'-((4-chlorophenyl)sulfonyl)-N-((S)-3-methoxy-2-(sulfamoylamino)propyl)-4-phenyl-4,5-dihydro-1H-pyrazole-1-carboximidamide